CC(CN1C=C(C2=CC(=C(C=C12)C=1C(=NC=CC1)C)F)C(C)NS(=O)(=O)C1CC1)(C)C N-[1-[1-(2,2-dimethylpropyl)-5-fluoro-6-(2-methyl-3-pyridyl)indol-3-yl]ethyl]cyclopropanesulfonamide